CS(=O)(=O)O.ClC1=C(C(=CC=C1)F)C1=NC(=C(N1)C1=CC=C2C(=N1)N(C=N2)CC(C)(C)C)C2=CC=CC=C2 5-[2-(2-chloro-6-fluorophenyl)-5-phenyl-3H-imidazol-4-yl]-3-(2,2-dimethylpropyl)-3H-imidazo[4,5-b]pyridine methanesulfonate